C(N)(O[C@@H]1CN(CC1)C1=CC(=C(C=C1)C1=NN2C(N=C(C=C2C2CC2)C(=O)N2[C@@H](C3=CC=CC=C3CC2)C)=C1)F)=O (3S)-1-(4-(7-Cyclopropyl-5-[(1R)-1-methyl-1,2,3,4-tetrahydroisoquinoline-2-carbonyl]pyrazolo[1,5-a]pyrimidin-2-yl)-3-fluorophenyl)pyrrolidin-3-yl carbamate